N(=[N+]=[N-])C=1C=CC(=C(C(=O)NCC2=CC(=C(C=C2)CO)[N+](=O)[O-])C1)[N+](=O)[O-] 5-azido-N-(4-(hydroxymethyl)-3-nitrobenzyl)-2-nitrobenzamide